2-chloro-4H-pyrido[1,2-a]pyrimidin-4-one ClC=1N=C2N(C(C1)=O)C=CC=C2